3-chloro-2-methoxy-6-((1-methylazetidin-3-yl)oxy)-5-nitropyridine ClC=1C(=NC(=C(C1)[N+](=O)[O-])OC1CN(C1)C)OC